COC=1C=C(N=NC1C1(COC1)C)NC(OC(C)(C)C)=O tert-butyl N-[5-methoxy-6-(3-methyloxetan-3-yl)pyridazin-3-yl]carbamate